C(C)(C)(C)OC(NC(C=O)CC(C)C)=O 4-methyl-1-oxopentan-2-yl-carbamic acid tert-butyl ester